2-cyclopropyl-4-((2-(5-(trifluoromethyl)pyrimidin-2-yl)-2-azabicyclo[2.1.1]hexan-4-yl)methoxy)pyrimidine-5-carbonitrile C1(CC1)C1=NC=C(C(=N1)OCC12CN(C(C1)C2)C2=NC=C(C=N2)C(F)(F)F)C#N